6-methoxymethoxy-1,3-dimethylhexylmagnesium chloride COCOCCCC(CC(C)[Mg]Cl)C